C(C)N1C(=NC=2C1=NC(=CC2)C=2C=CN1N=C(N=CC12)N[C@@H]1CC[C@H](CC1)N(C)C)C trans-N1-(5-(3-ethyl-2-methyl-3H-imidazo[4,5-b]pyridin-5-yl)pyrrolo[2,1-f][1,2,4]triazin-2-yl)-N4,N4-dimethylcyclohexane-1,4-diamine